(Germanyl)Ethanol [GeH3]C(C)O